2-[2-aminoethyl-(methyl)amino]-N-[3-(3-chloro-4-cyano-phenoxy)-2,2,4,4-tetramethyl-cyclobutyl]pyrimidine-5-carboxamide NCCN(C1=NC=C(C=N1)C(=O)NC1C(C(C1(C)C)OC1=CC(=C(C=C1)C#N)Cl)(C)C)C